C1(CCCCC1)C=COOCC1CO1 glycidoxy cyclohexyl-vinyl ether